((2S,5R)-4-(2-amino-1-(4-(trifluoromethyl)phenyl)ethyl)-2,5-diethylpiperazin-1-yl)-1-methyl-2-oxo-1,2-dihydropyrido[3,2-d]pyrimidine-6-carbonitrile NCC(C1=CC=C(C=C1)C(F)(F)F)N1C[C@@H](N(C[C@H]1CC)C=1C2=C(N(C(N1)=O)C)C=CC(=N2)C#N)CC